C(CC)C(C(=O)O)CCC(=O)O 2-Propylglutaric acid